16-Octacosenoic acid C(CCCCCCCCCCCCCCC=CCCCCCCCCCCC)(=O)O